(R)-N-cyano-N'-((1,2,3,5,6,7-hexahydro-s-indacen-4-yl)carbamoyl)-2,2-dimethyl-2,3-dihydropyrazolo[5,1-b]oxazole-7-sulfonimidamide C(#N)N[S@](=O)(=NC(NC1=C2CCCC2=CC=2CCCC12)=O)C=1C=NN2C1OC(C2)(C)C